octafluoro-1,7-octadiene FC(C(C(C(C=C)(F)F)(F)F)(F)F)(C=C)F